NCC1(CN(C1)C(=O)C=1C(=NC(NC1)=O)NC1=C(C=C(C=C1)I)F)O 5-({3-[(1S)-1-aminomethyl]-3-hydroxyazetidin-1-yl}carbonyl)-4-[(2-fluoro-4-iodophenyl)amino]pyrimidin-2(1H)-one